2,2,3,3,4,4,5,5,6-nonafluorohexyl methyl ether COCC(C(C(C(CF)(F)F)(F)F)(F)F)(F)F